BrC1=C(C(=CC=C1)O)\C=N\S(=O)C(C)(C)C N-[(E)-(2-bromo-6-hydroxyphenyl)methylidene]-2-methylpropane-2-sulfinamide